[Na].[N+]=1(C(=CC=CC1)S)[O-] 2-pyridinethiol-1-oxide sodium